CC1=C2C=CN(C(C2=C(C=C1)[N+](=O)[O-])=O)CC(=O)O 2-(5-methyl-8-nitro-1-oxo-2-isoquinolinyl)acetic acid